2-(4-ethyl-6-methylpyrazolo[1,5-a]pyrazin-2-yl)-7-[1-(2-fluoroethyl)piperidin-4-yl]-4H-pyrido[1,2-a]pyrimidin-4-one C(C)C=1C=2N(C=C(N1)C)N=C(C2)C=2N=C1N(C(C2)=O)C=C(C=C1)C1CCN(CC1)CCF